(S)-6-((R)-(3-fluorophenyl)(4-fluorophenyl)methyl)-11-hydroxy-5,6-dihydro-10H-imidazo[2',1':3,4]pyrazino[1,2-b]pyridazin-10-one FC=1C=C(C=CC1)[C@H]([C@H]1CN2C(C=3N1N=CC(C3O)=O)=NC=C2)C2=CC=C(C=C2)F